potassium tetrafluoroborate, Rubidium salt [Rb+].F[B-](F)(F)F.[K+].F[B-](F)(F)F